(S)-2-((5-bromopyrimidin-2-yl)amino)-4-((2-(methylsulfonyl)ethyl)(4-(5,6,7,8-tetrahydro-1,8-naphthyridin-2-yl)butyl)amino)butanoic acid BrC=1C=NC(=NC1)N[C@H](C(=O)O)CCN(CCCCC1=NC=2NCCCC2C=C1)CCS(=O)(=O)C